N1N=CC(=C1)C1=CC=C(C=C1)NC1=NC(=NC=C1)C1=CC=C2C=C(N(C2=C1)C)C(=O)N1CC(CC1)C(F)(F)F (6-(4-((4-(1H-pyrazol-4-yl)phenyl)amino)pyrimidin-2-yl)-1-methyl-1H-indol-2-yl)(3-(tri-fluoromethyl)pyrrolidin-1-yl)methanone